3-(4-(1H-pyrazol-4-yl)phenyl)-8-(cyclopropylmethyl)-1-(3-methoxybenzyl)-1,3,8-triazaspiro[4.5]decan-2-one N1N=CC(=C1)C1=CC=C(C=C1)N1C(N(C2(C1)CCN(CC2)CC2CC2)CC2=CC(=CC=C2)OC)=O